C1(=CC=C(C=C1)C1=NC(=NC(=C1)C1=CC=CC=C1)C1=C(C=CC=C1)C=1C=C2C=3C=CC(=CC3C3(C2=CC1)CCCCC3)C#N)C3=CC=CC=C3 6'-(2-(4-([1,1'-biphenyl]-4-yl)-6-phenylpyrimidin-2-yl)phenyl)spiro[cyclohexane-1,9'-fluorene]-2'-carbonitrile